(R)-N-(3-(1-((6-amino-[3,3'-bipyridin]-5-yl)oxy)ethyl)phenyl)-1-methylindoline-6-carboxamide NC1=C(C=C(C=N1)C=1C=NC=CC1)O[C@H](C)C=1C=C(C=CC1)NC(=O)C1=CC=C2CCN(C2=C1)C